OC1(CCN(CC1)C1=CC=C(C=C1)I)CC(=O)OCC ethyl 2-(4-hydroxy-1-(4-iodophenyl)piperidin-4-yl)acetate